ClC1=CC(=C(OCC=2C=NC=C(C(=O)OCC)C2)C=C1OCC1=C(C(=CC=C1)C1=CC2=C(OCCO2)C=C1)C)CN1CC(CC1)O ethyl 5-((4-chloro-5-((3-(2,3-dihydrobenzo[b][1,4]dioxin-6-yl)-2-methylbenzyl)oxy)-2-((3-hydroxypyrrolidin-1-yl)methyl)phenoxy)methyl)nicotinate